3-((ethoxycarbonyl)oxy)-5-(methylthio)isothiazole-4-carboxylic acid methyl ester COC(=O)C=1C(=NSC1SC)OC(=O)OCC